2,2-diethyl-1,3-pentylene glycol C(C)C(CO)(C(CC)O)CC